2-hydroxy-4-(3-sec-butoxy-2-hydroxypropoxy)phenyl-s-triazine OC1=C(C=CC(=C1)OCC(COC(C)CC)O)C1=NC=NC=N1